C1(CC1)C(C1=NC=CC(=C1)OC1=C(C=C(C=C1F)COC1=NC(N2C[C@H]3CCCN3C2=C1)=O)F)(F)F (6R)-11-[[4-[[2-[cyclopropyl(difluoro)methyl]-4-pyridyl]oxy]-3,5-difluoro-phenyl]methoxy]-2,8,10-triazatricyclo[6.4.0.02,6]dodeca-1(12),10-dien-9-one